3-methoxy-N-(1-methylpiperidin-4-yl)-4-((4-((3-(5-oxo-1,4-oxazepan-4-yl)propyl)amino)-5-(trifluoromethyl)pyrimidin-2-yl)amino)benzamide COC=1C=C(C(=O)NC2CCN(CC2)C)C=CC1NC1=NC=C(C(=N1)NCCCN1CCOCCC1=O)C(F)(F)F